(R)-2-(7-methoxy-3-(2-(piperidin-3-ylamino)pyrimidin-4-yl)imidazo[1,2-a]pyridin-6-yl)propan-2-ol COC1=CC=2N(C=C1C(C)(C)O)C(=CN2)C2=NC(=NC=C2)N[C@H]2CNCCC2